bismuth trineodecanate C(CCCCCC(C)(C)C)(=O)[O-].C(CCCCCC(C)(C)C)(=O)[O-].C(CCCCCC(C)(C)C)(=O)[O-].[Bi+3]